C1(=C(C=CC=C1)C#CC1=NNC2=CC=C(C=C12)C(=O)N1C[C@@H](CC1)NC(=O)NC1=CC=CC=C1)C1=CC=CC=C1 (R)-1-(1-(3-([1,1'-biphenyl]-2-ylethynyl)-1H-indazole-5-carbonyl)pyrrolidin-3-yl)-3-phenylurea